N-(5-chloro-6-(2H-1,2,3-triazol-2-yl)pyridin-3-yl)-1-(2-cyano-4-fluorophenyl)-5-(trifluoromethyl)-1H-pyrazole-4-carboxamide ClC=1C=C(C=NC1N1N=CC=N1)NC(=O)C=1C=NN(C1C(F)(F)F)C1=C(C=C(C=C1)F)C#N